(R)-4-((3S,5R,6R,7S,8S,9S,10R,13R,14S,17R)-3-([1,1'-biphenyl]-4-yl)-3,6,7-trihydroxy-10,13-dimethylhexadecahydro-1H-cyclopenta[a]phenanthren-17-yl)pentanoic acid C1(=CC=C(C=C1)[C@@]1(CC[C@@]2([C@H]3CC[C@@]4([C@H](CC[C@H]4[C@@H]3[C@@H]([C@@H]([C@@H]2C1)O)O)[C@@H](CCC(=O)O)C)C)C)O)C1=CC=CC=C1